benzyl ((3-(3-(2,3-dichlorophenyl)-5-(hydroxymethyl)-1-(tetrahydro-2H-pyran-2-yl)-1H-pyrazolo[3,4-b]pyrazin-6-yl)-7-(3-fluorophenyl)-3-azabicyclo[4.1.0]heptan-7-yl)methyl)carbamate ClC1=C(C=CC=C1Cl)C1=NN(C2=NC(=C(N=C21)CO)N2CC1C(C1CC2)(C2=CC(=CC=C2)F)CNC(OCC2=CC=CC=C2)=O)C2OCCCC2